FC1(C2CN(C(C1)C2)C(=O)C=2N=C1N(N2)[C@@H](C[C@@H]1F)C1=CC=CC=C1)F |r| (5,5-difluoro-2-azabicyclo[2.2.1]hept-2-yl)-[rac-(5S,7S)-7-fluoro-5-phenyl-6,7-dihydro-5H-pyrrolo[1,2-b][1,2,4]triazol-2-yl]methanone